4-(4-(5-bromo-3,3-dimethyl-1H,2H,3H-pyrrolo[3,2-b]pyridin-1-yl)-1,3,5-triazin-2-yl)-N1-(2-(dimethylamino)ethyl)-5-methoxy-N1-methyl-2-nitrobenzene-1,4-diamine BrC1=CC=C2C(=N1)C(CN2C2=NC(=NC=N2)C2(CC(=C(C=C2OC)N(C)CCN(C)C)[N+](=O)[O-])N)(C)C